1-((5'-(1H-indol-1-yl)-2'-(5-oxo-4,5-dihydro-1,2,4-oxadiazol-3-yl)-[1,1'-biphenyl]-4-yl)methyl)-2-butyl-4-chloro-1H-imidazole-5-carboxylic Acid N1(C=CC2=CC=CC=C12)C=1C=CC(=C(C1)C1=CC=C(C=C1)CN1C(=NC(=C1C(=O)O)Cl)CCCC)C1=NOC(N1)=O